CC1=NN(C(C1)=O)C1=CC=C(C=C1)C 3-methyl-1-(4-methylphenyl)-2-pyrazoline-5-one